FC(C1=NN=C(O1)C1=CC=2N(C=C1)C=C(N2)CN(S(=O)(=O)N2CCN(CC2)C2COC2)C2=CC=CC=C2)F N-((7-(5-(difluoromethyl)-1,3,4-oxadiazol-2-yl)imidazo[1,2-a]pyridin-2-yl)methyl)-4-(oxetan-3-yl)-N-phenylpiperazine-1-sulphonamide